tert-butylamyl-dimethoxysilane C(C)(C)(C)CCCCC[SiH](OC)OC